CC(C)OC1=CC=C(C=C1)NC2=CC=CC=C2 4-isopropoxydiphenylamine